CC=1N=NSC1C(=O)OCCCN1N=C(C=2C(NCC3(CCOCC3)CC21)=O)CC 3-(3-ethyl-4-oxo-spiro[6,8-dihydro-5H-pyrazolo[4,3-c]azepine-7,4'-tetrahydropyran]-1-yl)propyl 4-methylthiadiazole-5-carboxylate